N1=C(C=CC=C1)NC1=C(C(=O)O)C=CC=C1 2-(pyridin-2-ylamino)benzoic acid